CC1(CN(C(C=C1)=O)C(/C=C/C1CCN(CC1)C(=O)OC(C)(C)C)=O)C tert-butyl (E)-4-(3-(3,3-dimethyl-6-oxo-3,6-dihydropyridin-1(2H)-yl)-3-oxoprop-1-en-1-yl)piperidine-1-carboxylate